COC1=CC(=C(C(=C1O)Cl)NC2=CC=CC=C2CC(=O)O)Cl The molecule is an organochlorine compound that is a metabolite of diclofenac having hydroxy and methoxy groups at positions 3' and 4' respectively.. It has a role as a drug metabolite and an allergen. It is a dichlorobenzene, a secondary amino compound, a monocarboxylic acid, a member of phenols and an aromatic ether. It derives from a diclofenac.